2-[4-[4-(1-aminocyclopropyl)-2-methyl-phenoxy]phenyl]-4-chloro-5-[[(3S)-3-fluorotetrahydropyran-3-yl]methylamino]pyridazin-3-one NC1(CC1)C1=CC(=C(OC2=CC=C(C=C2)N2N=CC(=C(C2=O)Cl)NC[C@@]2(COCCC2)F)C=C1)C